N[C@H]1CN(CCC1)C1=C2C(=NC=C1)N(C(=N2)C2=CC(=C(C#N)C=C2)F)C2=CC(=CC=C2)C=C (R)-4-(7-(3-aminopiperidin-1-yl)-3-(3-vinylphenyl)-3H-imidazo[4,5-b]pyridin-2-yl)-2-fluorobenzonitrile